CO[Si](CCCOCC(CS)S)(OC)OC 3-(3-trimethoxysilylpropoxy)propane-1,2-dithiol